COC(CN1C(C2=C(C1=O)C=C(S2)Br)(C)C)=O 2-(2-bromo-6,6-dimethyl-4-oxo-4,6-dihydro-5H-thieno[2,3-c]pyrrol-5-yl)acetic acid methyl ester